[Na+].S(=O)(=O)(OC(CC(C)C)CCC(CCCC)CC)[O-] 7-Ethyl-2-methyl-4-undecyl sulfate sodium salt